C(C=C)N(CC=C)CCC1=CC=CC=C1 N,N-di-2-propen-1-yl-phenethylamine